Pentamethylene Glycol Monodecyl Ether C(CCCCCCCCC)OCCCCCO